Cl.C(C)OC1=C(C=C(C=C1)C1=NOC(=N1)C1CCNCC1)OC 3-(4-ethoxy-3-methoxy-phenyl)-5-(4-piperidinyl)-1,2,4-oxadiazole hydrochloride